CC(C(C(=O)O)=C)C(NC(C)(C)C1=CC=C(C=C1)C(F)(F)F)=O 3-methyl-2-methylene-4-oxo-4-((2-(4-(trifluoromethyl)phenyl)propan-2-yl)amino)butanoic acid